3,3-bis(1-butyl-2-methyl-indol-3-yl)-3H-isobenzofuran-1-one C(CCC)N1C(=C(C2=CC=CC=C12)C1(OC(C2=CC=CC=C12)=O)C1=C(N(C2=CC=CC=C12)CCCC)C)C